9-(4-chloro-2-fluorophenyl)-2,3-dimethyl-7-[(2S)-2-(1-methyl-1H-pyrazol-4-yl)morpholin-4-yl]-4H-pyrazino[1,2-a]pyrimidin-4-one ClC1=CC(=C(C=C1)C1=NC(=CN2C1=NC(=C(C2=O)C)C)N2C[C@@H](OCC2)C=2C=NN(C2)C)F